Dimethylimidazole Cobalt [Co].CC1=C(N=CN1)C